tert-Butyl 4-(1-(cyclopropylmethyl)-2-formyl-1H-indol-7-yl)piperidine-1-carboxylate Manganese [Mn].C1(CC1)CN1C(=CC2=CC=CC(=C12)C1CCN(CC1)C(=O)OC(C)(C)C)C=O